N-(tert-butyl)-3-((5-methyl-2-((4-methyl-3-((4-(pyridin-3-yl)thiazol-2-yl)amino)phenyl)amino)pyrimidin-4-yl)amino)benzenesulfonamide C(C)(C)(C)NS(=O)(=O)C1=CC(=CC=C1)NC1=NC(=NC=C1C)NC1=CC(=C(C=C1)C)NC=1SC=C(N1)C=1C=NC=CC1